4-tertiary butyl-phthalic anhydride C(C)(C)(C)C=1C=C2C(C(=O)OC2=O)=CC1